3-(1-benzyl-1H-imidazol-2-yl)-6-(4-(benzyloxy)-2-ethyl-5-fluorophenyl)-7-fluoro-1-(tetrahydro-2H-pyran-2-yl)-1H-indazole C(C1=CC=CC=C1)N1C(=NC=C1)C1=NN(C2=C(C(=CC=C12)C1=C(C=C(C(=C1)F)OCC1=CC=CC=C1)CC)F)C1OCCCC1